C(CCC)N(CCO)CCCC.P(=O)(OCCCCCCCCCCCCCCCC)(O)O hexadecyl phosphate dibutylethanolamine salt